COC1=C(C=C2C=CN=C(C2=C1)OC[C@@H]1[C@H]2C([C@H]2C(N1)=O)C)C(=O)N 7-methoxy-{[(1S,2S,5R)-6-methyl-4-oxo-3-azabicyclo[3.1.0]hex-2-yl]methoxy}isoquinoline-6-carboxamide